C(C)(=O)C1=NN(C2=CC=C(C=C12)C=1C=NC(=NC1)C)CC(=O)N1[C@@H](C[C@H](C1)F)C(=O)N[C@@H](C)C(=C(C)C)F (2S,4R)-1-(2-(3-acetyl-5-(2-methylpyrimidin-5-yl)-1H-indazol-1-yl)acetyl)-4-fluoro-N-((S)-3-fluoro-4-methylpent-3-en-2-yl)pyrrolidine-2-carboxamide